CO[Si](CCCOCCC1=CC=CO1)(OC)OC trimethoxy[3-(furfurylmethoxy)propyl]-silane